COC(=O)C1=CC2=C(N1)C(=CS2)Br 3-bromo-4H-thieno[3,2-b]pyrrole-5-carboxylic acid methyl ester